C(C)OC(=O)[C@@H]1OC2=C(C=CC=C2CC1)NCC1=CC=2N(C=C1)C=NC2.[Cl-].C(C=C)(=O)OCC[N+](C)(C)C |r| [2-(acryloyloxy)ethyl]trimethylammonium chloride ethyl-(2RS)-8-(imidazo[1,5-a]pyridin-7-ylmethylamino)chromane-2-carboxylate